FC=1C=C2C(=CC=NC2=CC1)C1CCC(CC1)C(C)NC(=O)N=[N+]=[N-] (1-(4-(6-fluoroquinolin-4-yl)cyclohexyl)ethyl)carbamoyl azide